(1-(2,6-Dimethoxyphenyl)-2-(6-(trifluoroethoxy)pyridin-2-yl)-1H-imidazo[4,5-b]pyrazin-6-yl)methanesulfonamide COC1=C(C(=CC=C1)OC)N1C(=NC=2C1=NC(=CN2)CS(=O)(=O)N)C2=NC(=CC=C2)OCC(F)(F)F